5-amino-2-isopropyl-3-oxo-4-o-tolyl-2,3-dihydropyrazole-1-thiocarboxylic acid S-allyl ester C(C=C)SC(=O)N1N(C(C(=C1N)C1=C(C=CC=C1)C)=O)C(C)C